triacontyl-silane tert-butyl-4-(2-(4-chloro-2-fluorophenyl)-2,3-dihydrobenzo[b][1,4]dioxin-5-yl)piperazine-1-carboxylate C(C)(C)(C)OC(=O)N1CCN(CC1)C1=CC=CC=2OC(COC21)C2=C(C=C(C=C2)Cl)F.C(CCCCCCCCCCCCCCCCCCCCCCCCCCCCC)[SiH3]